CC(C)C1=CC=C(C=C1)C(C1=CC=NN1)NC(=O)C1C(CCC1)C(=O)O 2-({[4-(propan-2-yl)phenyl](1H-pyrazol-5-yl)methyl}carbamoyl)cyclopentane-1-carboxylic acid